S(=O)(=O)=C1CC(=C(C=C1)NCC#CC=1N(C2=CC=CC(=C2C1)N[C@H]1[C@H](CN(CC1)C(=O)OC(C)(C)C)F)CC(F)(F)F)OC tert-butyl (3S,4R)-4-((2-(3-((4-(R-sulfonyl)-2-methoxyphenyl)amino)prop-1-yn-1-yl)-1-(2,2,2-trifluoroethyl)-1H-indol-4-yl)amino)-3-fluoropiperidine-1-carboxylate